C1(=CC=CC=C1)C1=CC2=C(S1)C=C(S2)C2=CC=CC=C2 2,5-diphenyl-thieno[3,2-b]thiophene